CN(C(CNC(C(C)C)=O)=O)CC(NC=1SC2=C(N1)C=CC(=C2)OC(F)(F)F)=O N-(2-(methyl(2-oxo-2-((6-(trifluoromethoxy)benzo[d]thiazol-2-yl)amino)ethyl)amino)-2-oxoethyl)isobutyramide